(2S)-N-{(1S)-1-Cyano-2-[4-(5-cyanothiophen-2-yl)phenyl]ethyl}-1,4-oxazepane C(#N)[C@H](CC1=CC=C(C=C1)C=1SC(=CC1)C#N)N1CCOCCC1